[Cl-].[Cl-].CC1=CC(C=C1)[Zr+2] (3-methyl-cyclopentadienyl)zirconium dichloride